C(C1=CC=CC=C1)C1=CC=C(S1)[C@H](CC(=O)[O-])NC(=O)NC=1C(N(C=CC1[O-])C)=O.[Na+].[Na+] Natrium (S)-3-(5-Benzylthiophen-2-yl)-3-(3-(1-Methyl-4-oxido-2-oxo-1,2-Dihydropyridin-3-yl) Ureido)propanoat